tert-butyl 2-chloro-4-methoxy-5,8-dihydropyrido[3,4-d]pyrimidine-7(6H)-carboxylate ClC=1N=C(C2=C(N1)CN(CC2)C(=O)OC(C)(C)C)OC